N12CCN(C(CC1)CC2)C(=O)N 1,4-diazabicyclo[3.2.2]nonane-4-carboxamide